N-cyclopropyl-6-{4-[(6-methoxypyridin-3-yl)oxy]piperidin-1-yl}-5-methylpyridazine-3-carboxamide C1(CC1)NC(=O)C=1N=NC(=C(C1)C)N1CCC(CC1)OC=1C=NC(=CC1)OC